N-methyl-3-(1-naphthyl)alanyl-amide CN[C@@H](CC1=CC=CC2=CC=CC=C12)C(=O)[NH-]